((4-chlorophenyl)amino)-4-((2-methoxy-3-(1-methyl-1H-1,2,4-triazol-3-yl)phenyl)amino)pyrimidine-5-carboxylic acid lithium [Li].ClC1=CC=C(C=C1)NC1=NC=C(C(=N1)NC1=C(C(=CC=C1)C1=NN(C=N1)C)OC)C(=O)O